indium zinc [Zn].[In]